((6R,7aR)-2,6-difluoro-2-methyltetrahydro-1H-pyrrolizin-7a(5H)-yl)methanol FC1(C[C@]2(C[C@H](CN2C1)F)CO)C